C(C)(C)(C)OC(=O)N1CC2N(C3=C(OC2)C=C(C(=C3)Br)N)CC1 8-amino-9-bromo-1,2,4a,5-tetrahydrobenzo[b]pyrazino[1,2-d][1,4]oxazine-3(4H)-carboxylic acid tert-butyl ester